5-(imidazo[1,2-a]pyridin-6-yl)-N-((1-methylcyclopropyl)methyl)-7H-pyrrolo[2,3-d]pyrimidin-2-amine N=1C=CN2C1C=CC(=C2)C2=CNC=1N=C(N=CC12)NCC1(CC1)C